C(C1=CC=CC=C1)(=O)C=1N2CC[C@H](C2=CC1)O |r| (1RS)-5-benzoyl-2,3-dihydro-1H-pyrrolizin-1-ol